10-[4-(p-tolyl)phenoxy]decan-1-ol C1(=CC=C(C=C1)C1=CC=C(OCCCCCCCCCCO)C=C1)C